Tert-Butyl 3-(4-(2-((4-Chloro-5-iodo-2-methoxyphenyl)amino)propanoyl)piperazin-1-yl)azetidine-1-carboxylate ClC1=CC(=C(C=C1I)NC(C(=O)N1CCN(CC1)C1CN(C1)C(=O)OC(C)(C)C)C)OC